(R)-6-chloro-7-(2-(((3-chloropyridin-2-yl)oxy)methyl)pyrrolidin-1-yl)-1-(6-(3-hydroxyazetidin-3-yl)pyridin-3-yl)-4-oxo-1,4-dihydroquinoline-3-carboxylic acid ClC=1C=C2C(C(=CN(C2=CC1N1[C@H](CCC1)COC1=NC=CC=C1Cl)C=1C=NC(=CC1)C1(CNC1)O)C(=O)O)=O